O1C=CC2=C1C=CC(=C2)C2=CC=CC=1N2N=CC1C(=O)N1CCCCC1 (7-(benzofuran-5-yl)pyrazolo[1,5-a]pyridin-3-yl)(piperidin-1-yl)methanone